3-(ethylsulfonimidoyl)-4-[3-methyl-6-(trifluoromethyl)imidazo[4,5-c]pyridin-2-yl]phenylcyclopropanecarbonitrile C(C)S(=O)(=N)C=1C=C(C=CC1C1=NC2=C(C=NC(=C2)C(F)(F)F)N1C)C1(CC1)C#N